C(C)(C)(C)OC(N[C@@H]1[C@H](OCC(C1COC)O)C1=C(C=CC(=C1)F)F)=O N-[(2R,3S)-2-(2,5-difluorophenyl)-5-hydroxy-4-(methoxymethyl)tetrahydropyran-3-yl]carbamic acid tert-butyl ester